ClC=1C(=C2C(=NC1C)CN(C2)C=O)C (3-chloro-2,4-dimethyl-5,7-dihydro-6H-pyrrolo[3,4-b]pyridin-6-yl)methanone